(RS)-N-(2-((5-trifluoromethylpyridin-2-yl)oxy)propyl)-5-chloro-2-methyl-6-ethylpyrimidin-4-amine FC(C=1C=CC(=NC1)O[C@@H](CNC1=NC(=NC(=C1Cl)CC)C)C)(F)F |r|